FC(C(CC(=O)C1=CC=2C(=NN(N2)C)C=C1)=O)(F)F 4,4,4-trifluoro-1-(2-methyl-2H-benzo[d][1,2,3]triazole-5-yl)butane-1,3-dione